C1(CC1)S(=O)(=O)C1=CC=C(C=C1)C1=CNC2=NC=C(C=C21)C=2C=CC1=C(CCC(CC1)(C)N1[C@@H](CCC1)C)C2 (2R)-1-(2-{3-[4-(Cyclopropanesulfonyl)phenyl]-1H-pyrrolo[2,3-b]pyridin-5-yl}-7-methyl-6,7,8,9-tetrahydro-5H-benzo[7]annulen-7-yl)-2-methylpyrrolidine